4-(Aminomethyl)benzenethiol hydrochloride Cl.NCC1=CC=C(C=C1)S